OC1=CC=C2C(C(=C(OC2=C1CO)C)C1=CC=C(C=C1)OC)=O 7-Hydroxy-8-(hydroxymethyl)-3-(4-methoxyphenyl)-2-methyl-4H-chromen-4-one